COC(=O)[C@@H]1CN(CC[C@H]1NC(=O)C1=NOC(=C1)C1=C(C=C(C=C1)F)F)CC1=CC=CC=C1 |r| rac-(3R,4R)-1-benzyl-4-{[5-(2,4-difluoro-phenyl)-isoxazole-3-carbonyl]-amino}-piperidine-3-carboxylic acid methyl ester